CC(C(=O)NCC1=NC=CC=C1)(CCC)C 2,2-dimethyl-N-(1-(pyridin-2-yl)methyl)pentanamide